[Ag].[Pb].[Sn] tin lead silver